2,5-dimethylpyrazolo-[1,5-a]-pyrimidine-3,7-diamine CC1=NN2C(N=C(C=C2N)C)=C1N